6-(3,5-Dimethylphenyl)-2-ethoxy-5-(phenylselanyl)-3,4-dihydro-1,2-oxaphosphinine 2-oxide CC=1C=C(C=C(C1)C)C1=C(CCP(O1)(OCC)=O)[Se]C1=CC=CC=C1